7-(4-(4-(benzo[b]thiophen-4-yl)piperazin-1-yl)butoxy)quinolin-2-yl butylcarbamate C(CCC)NC(OC1=NC2=CC(=CC=C2C=C1)OCCCCN1CCN(CC1)C1=CC=CC=2SC=CC21)=O